Methyl-n-butylketon CC(=O)CCCC